C(C)(C)OC([C@@H](NP(=O)(OC1=CC=CC=C1)Cl)CCSC)=O (chloro(phenoxy)phosphoryl)-L-methionine isopropyl ester